2-docosanyl-2-oxazoline C(CCCCCCCCCCCCCCCCCCCCC)C=1OCCN1